n-butyl-CoA C(CCC)SCCNC(CCNC([C@@H](C(COP(OP(OC[C@@H]1[C@H]([C@H]([C@@H](O1)N1C=NC=2C(N)=NC=NC12)O)OP(=O)(O)O)(=O)O)(=O)O)(C)C)O)=O)=O